Cl.NC(C)C1=CC=C(C=C1)S(=O)(=O)F 4-(1-aminoethyl)benzenesulfonyl fluoride hydrochloride